C(=O)(O)CCP 2-carboxyethyl(phosphine)